(6aR,8R)-6a-ethyl-2-(3-fluoro-2-methoxyphenyl)-N-methyl-5,6,6a,7,8,9-hexahydropyrrolo[1',2':4,5]pyrazino[2,3-c]pyridazin-8-amine C(C)[C@]12N(C=3C(=NN=C(C3)C3=C(C(=CC=C3)F)OC)NC1)C[C@@H](C2)NC